(S)-3-(3-(5-chlorothien-2-yl)phenyl)-3-(3-(4-hydroxy-1-methyl-2-oxo-1,2-dihydropyridin-3-yl)ureido)propanoic acid ClC1=CC=C(S1)C=1C=C(C=CC1)[C@H](CC(=O)O)NC(=O)NC=1C(N(C=CC1O)C)=O